12-[(4-methoxyphenyl)methyl]-5-methyl-4-thia-2,12-diazatricyclo[7.3.0.03,7]dodeca-1(9),2,5,7-tetraen-8-ol COC1=CC=C(C=C1)CN1CCC=2C(=C3C=C(SC3=NC12)C)O